FC=1C=C(C=C(C1C(F)(F)F)F)C1(CCC1)OC(/C=C/C(=O)O)=O (E)-4-(1-(3,5-difluoro-4-(trifluoromethyl)phenyl)cyclobutoxy)-4-oxobut-2-enoic acid